(4R,5R,7R,8R)-7-(hydroxymethyl)-5-(4-methoxy-5-(thiazol-2-yl)-7H-pyrrolo[2,3-d]pyrimidin-7-yl)-1,6-dioxaspiro[3.4]octane-8-ol OC[C@H]1O[C@H]([C@@]2(CCO2)[C@@H]1O)N1C=C(C2=C1N=CN=C2OC)C=2SC=CN2